({1-[4-(3-fluorophenoxy)-6-(trifluoromethyl)pyrimidin-2-yl]-4-hydroxypiperidin-4-yl}methyl)-2-(propan-2-yloxy)acetamide FC=1C=C(OC2=NC(=NC(=C2)C(F)(F)F)N2CCC(CC2)(O)CC(C(=O)N)OC(C)C)C=CC1